NC1=NC(=C(C=2N1N=C(N2)CC2=NC=CC=C2F)C=2C=CC(N(C2)CCO)=O)C2=CC=C(C=C2)F 5-(5-amino-7-(4-fluorophenyl)-2-((3-fluoropyridin-2-yl)methyl)-[1,2,4]triazolo[1,5-c]pyrimidin-8-yl)-1-(2-hydroxyethyl)pyridin-2(1H)-one